C(C)OC(C)C1=CC(=CC=C1)CC(C)C 1-(1-ethoxyethyl)-3-isobutylbenzene